FC(CCC(=O)N1CC2CCC(C1)N2C2=NC=C(C#N)C=C2)(C2=NC=CC=C2OC)F 6-(3-(4,4-difluoro-4-(3-methoxypyridin-2-yl)butanoyl)-3,8-diazabicyclo[3.2.1]octan-8-yl)nicotinonitrile